N1N=CC(=C1)C1=CC=C(C=C1)NC1=CC=CC(=N1)C=1C=C2CN(CC2=CC1)C(=O)C1CC(C1)(F)F (5-(6-((4-(1H-pyrazol-4-yl)phenyl)amino)pyridin-2-yl)isoindolin-2-yl)(3,3-difluorocyclobutyl)methanone